(2S,4R)-4-hydroxy-1-(3-(5-(2-methyl-[1,1'-biphenyl]-3-yl)-1,3,4-oxadiazol-2-yl)benzyl)pyrrolidine-2-carboxylic acid O[C@@H]1C[C@H](N(C1)CC1=CC(=CC=C1)C=1OC(=NN1)C=1C(=C(C=CC1)C1=CC=CC=C1)C)C(=O)O